C(C=C)OCC(CO)(CO)CC 2-((allyloxy)methyl)-2-ethylpropane-1,3-diol